BrC=1C=C2C(=CN(C(C2=C(C1)F)=O)C1CCN(CC1)C(=O)OC(C)(C)C)I tert-butyl 4-(6-bromo-8-fluoro-4-iodo-1-oxoisoquinolin-2(1H)-yl)piperidine-1-carboxylate